3-oxa-8-oxa-2-azaspiro[4.5]decane-2-carboxylic acid tert-butyl ester C(C)(C)(C)OC(=O)N1CC2(CO1)CCOCC2